(S)-1-(2-(3-acetyl-5-(5,6,7,8-tetrahydroimidazo[1,2-a]pyridin-3-yl)-1H-indazol-1-yl)acetyl)-N-(6-methylpyridin-2-yl)azetidine-2-carboxamide C(C)(=O)C1=NN(C2=CC=C(C=C12)C1=CN=C2N1CCCC2)CC(=O)N2[C@@H](CC2)C(=O)NC2=NC(=CC=C2)C